4-fluoro-1-[3-(1-methyl-1H-pyrazol-4-yl)propanoyl]-N-{phenyl[4-(propan-2-yl)phenyl]methyl}pyrrolidine-2-carboxamide FC1CC(N(C1)C(CCC=1C=NN(C1)C)=O)C(=O)NC(C1=CC=C(C=C1)C(C)C)C1=CC=CC=C1